5-((4-oxo-3,4-dihydrophthalazin-1-yl)methyl)benzamide O=C1NN=C(C2=CC=CC=C12)CC=1C=CC=C(C(=O)N)C1